BrC1=C(OCCO)C=C(C=C1F)Br 2-(2,5-dibromo-3-fluorophenoxy)ethanol